4-(5-(3,5-dichloro-4-fluorophenyl)-5-(trifluoromethyl)-4,5-dihydro-isoxazol-3-yl)-2-methylbenzoic acid ClC=1C=C(C=C(C1F)Cl)C1(CC(=NO1)C1=CC(=C(C(=O)O)C=C1)C)C(F)(F)F